tert-butyl 2-(1-methyl-1H-pyrazol-4-yl)benzylcarbamate CN1N=CC(=C1)C1=C(CNC(OC(C)(C)C)=O)C=CC=C1